OC1=CC=C(C=C1)N1C2=CC=C(C=C2C=2C=C(C=CC12)C1=CC=C(C=C1)O)C1=CC=C(C=C1)O N-(4-hydroxyphenyl)-3,6-bis(4-hydroxyphenyl)-carbazole